ClC=1C=C2C=C(NC2=CC1OCC1=CC(=NO1)C)CNC(=O)NC1CC1 1-((5-chloro-6-((3-methylisoxazol-5-yl)methoxy)-1H-indol-2-yl)methyl)-3-cyclopropylurea